ethyl-2-(4-(1-(2,6-dioxopiperidin-3-yl)-3-methyl-2-oxo-2,3-dihydro-1H-benzo[d]imidazol-5-yl)piperazin-1-yl)-7-azaspiro[3.5]nonane-7-carboxylate C(C)OC(=O)N1CCC2(CC(C2)N2CCN(CC2)C2=CC3=C(N(C(N3C)=O)C3C(NC(CC3)=O)=O)C=C2)CC1